(R)-3-cyclopropyl-3-{3-[2-(1,1-dimethyl-2-prop-2-ynyloxy-ethoxy)-2'-fluoro-5'-methoxy-biphenyl-4-ylmethoxy]-phenyl}-propionic acid methyl ester COC(C[C@@H](C1=CC(=CC=C1)OCC1=CC(=C(C=C1)C1=C(C=CC(=C1)OC)F)OC(COCC#C)(C)C)C1CC1)=O